tert-butyl 2-[4-[(6-chloro-7-oxo-8-spiro[2.4]heptan-7-yl-pyrido[2,3-d]pyrimidin-2-yl) amino]-3-methyl-phenyl]sulfonyl-7-azaspiro[3.5]nonane-7-carboxylate ClC1=CC2=C(N=C(N=C2)NC2=C(C=C(C=C2)S(=O)(=O)C2CC3(C2)CCN(CC3)C(=O)OC(C)(C)C)C)N(C1=O)C1CCCC13CC3